N(C(=N)N)CC1=CC=C(C=C1)NC(=O)C12CCC(CC1)(C2)C(=O)NC2=CC=C(C=C2)C=2CCN(CC2)C(N)=N bicyclo[2.2.1]heptane-1,4-dicarboxylic acid [4-(1-carbamimidoyl-1,2,3,6-tetrahydro-pyridin-4-yl)-phenyl]-amide (4-guanidinomethyl-phenyl)-amide